tert-butyl (4-(6-(4-fluoro-1H-pyrazol-1-yl)pyridin-3-yl)-4-oxobutyl)carbamate FC=1C=NN(C1)C1=CC=C(C=N1)C(CCCNC(OC(C)(C)C)=O)=O